2-dimethylamino-2-(4-methylbenzyl)-1-(4-morpholin-4-yl-phenyl)-1-butanone CN(C(C(=O)C1=CC=C(C=C1)N1CCOCC1)(CC)CC1=CC=C(C=C1)C)C